O1CC[C@@H](C2=CC=CC=C12)NC(=O)C1=CC2=C(N=C(S2)N2CCCCC2)C=C1 (S)-N-(chroman-4-yl)-2-(piperidin-1-yl)benzo[d]thiazole-6-carboxamide